2-((1r,5s,6r)-3-ethyl-6-(nitromethyl)bicyclo[3.2.0]hept-3-en-6-yl)acetic acid C(C)C=1C[C@@H]2C[C@@]([C@@H]2C1)(C[N+](=O)[O-])CC(=O)O